OC1=C(C(=CC=2OC([C@H]3[C@H](C21)C=C(CC3)C)(C)C)CCCCCC#C)C(=O)O (6aR,10aR)-1-hydroxy-6,6,9-trimethyl-3-(6-heptynyl)-6a,7,8,10a-tetrahydro-6H-dibenzo[b,d]pyran-2-carboxylic acid